4-methyl-3-((3-((tetrahydro-2H-pyran-2-yl)oxy)propyl)sulfonyl)benzoic acid CC1=C(C=C(C(=O)O)C=C1)S(=O)(=O)CCCOC1OCCCC1